Cl.COC(=O)[C@]1(C[C@H](NCC1)C)CC1=NC(=CC=C1F)Br.C1=CC=CC=2C3=CC=CC=C3N(C12)CCC(=O)OCCOC(C=C)=O.OCCN1CCNCC1 1-(2-hydroxyethyl)piperazine 2-[beta-(N-carbazolyl)propionyloxy]Ethyl-acrylate methyl-(2R,4R)-4-((6-bromo-3-fluoropyridin-2-yl)methyl)-2-methylpiperidine-4-carboxylate hydrochloride